2,7-dimethylpyrazolo[1,5-a]pyridine CC1=NN2C(C=CC=C2C)=C1